ClC1=C(CN2C(N(C(C3=CC=C(C=C23)C(=O)NCC2=C(C=C(C=C2F)F)F)C)C)=O)C=CC(=C1)F 1-(2-chloro-4-fluorobenzyl)-3,4-dimethyl-2-oxo-N-(2,4,6-trifluorobenzyl)-1,2,3,4-tetrahydroquinazoline-7-carboxamide